(6-(1,1-difluoroethyl)pyridin-2-yl)-N2-(3-fluoro-5-(methylsulfonyl)phenyl)-N4-isopropyl-1,3,5-triazine-2,4-diamine FC(C)(F)C1=CC=CC(=N1)C1=NC(=NC(=N1)NC1=CC(=CC(=C1)S(=O)(=O)C)F)NC(C)C